FC(CN1N=CC(=C1)NC1=C2C(=NC=C1C(=O)N[C@H](C)CCO)SC(=C2)C2=CN=CS2)F (R)-4-((1-(2,2-Difluoroethyl)-1H-pyrazol-4-yl)amino)-N-(4-hydroxybutan-2-yl)-2-(thiazol-5-yl)thieno[2,3-b]pyridin-5-carboxamid